[4-(Carbamoylmethyl)-7,10-bis(carboxymethyl)-1,4,7,10-tetraaza-1-cyclododecyl]acetic acid C(N)(=O)CN1CCN(CCN(CCN(CC1)CC(=O)O)CC(=O)O)CC(=O)O